tert-butyl (3R)-4-[[tert-butyl(dimethyl)silyl]oxymethyl]-2-oxo-oxathiazolidine-3-carboxylate [Si](C)(C)(C(C)(C)C)OCC1N(S(OC1)=O)C(=O)OC(C)(C)C